N-(4-(7-(benzyloxy)-6-methoxyquinazoline-4-yl)phenyl)-2-(4-(trifluoromethyl)phenyl)acetamide C(C1=CC=CC=C1)OC1=C(C=C2C(=NC=NC2=C1)C1=CC=C(C=C1)NC(CC1=CC=C(C=C1)C(F)(F)F)=O)OC